1-vinyl-3-hexadecylimidazole bromine salt [Br].C(=C)N1CN(C=C1)CCCCCCCCCCCCCCCC